CC(C=O)CC1=CC=C(C=C1)C(C)C 2-methyl-3-(4'-isopropylphenyl)propionaldehyde